[Cl-].OC(C[N+](C)(C)C)C 2-hydroxypropyltri-methylammonium chloride